4-amino-7-chloro-1-(2-chlorophenyl)-2-oxo-1,2-dihydroquinoline-3-carbonitrile NC1=C(C(N(C2=CC(=CC=C12)Cl)C1=C(C=CC=C1)Cl)=O)C#N